N-(1-METHYLINDAZOL-7-YL)-1-[4-(OXETAN-3-YL)PYRIDIN-2-YL]PYRAZOLE-4-SULFONAMIDE CN1N=CC2=CC=CC(=C12)NS(=O)(=O)C=1C=NN(C1)C1=NC=CC(=C1)C1COC1